Ethyl 1-(4-{7-[{[1-(ethoxymethyl)cyclopentyl]methyl}(methyl)amino]-5-[2-ethoxy-6-(trifluoromethyl)pyridin-4-yl]-1H-imidazo[4,5-b]pyridin-2-yl}phenyl)piperidine-4-carboxylate C(C)OCC1(CCCC1)CN(C1=C2C(=NC(=C1)C1=CC(=NC(=C1)C(F)(F)F)OCC)N=C(N2)C2=CC=C(C=C2)N2CCC(CC2)C(=O)OCC)C